chloro-7-(2,2-difluoroethoxy)imidazo[1,2-a]pyridine ClC=1N=C2N(C=CC(=C2)OCC(F)F)C1